CC1=C(C=CC=2N=CSC21)C(=O)O 7-methylbenzo[d]thiazole-6-carboxylic acid